ClC1=C(C=CC(=C1F)[N+](=O)[O-])CC(C)(F)F 2-chloro-1-(2,2-difluoropropyl)-3-fluoro-4-nitrobenzene